C(CCCC)(=O)C(CC)(N)N pentanoyl-propanediamine